Sodium (styrenesulfonate) C(=CC1=CC=CC=C1)S(=O)(=O)[O-].[Na+]